trans-4-(((trans-4-(6-Cyano-5-methoxypyridin-2-yl)cyclohexyl)methyl) (3-(1-isopropyl-1H-pyrazol-4-yl)phenyl) carbamoyl)cyclohexyl methylcarbamate CNC(O[C@@H]1CC[C@H](CC1)C(N(C1=CC(=CC=C1)C=1C=NN(C1)C(C)C)C[C@@H]1CC[C@H](CC1)C1=NC(=C(C=C1)OC)C#N)=O)=O